(2,2-difluorocyclopropyl)methyl-[2-[(2R,3R,4S,5S)-3,4,5-tris[(3,4-dimethoxyphenyl)methoxy]-6-(4-methoxyphenoxy)tetrahydropyran-2-yl]ethyl]phosphinic acid FC1(C(C1)CP(O)(=O)CC[C@H]1OC([C@H]([C@H]([C@@H]1OCC1=CC(=C(C=C1)OC)OC)OCC1=CC(=C(C=C1)OC)OC)OCC1=CC(=C(C=C1)OC)OC)OC1=CC=C(C=C1)OC)F